1-(prop-2-yn-1-yl)pyrrolidine C(C#C)N1CCCC1